C(C1=CC=CC=C1)OC[C@H](CCC=C)N1C(C2=CC=CC=C2C1=O)=O [(1S)-1-(benzyloxymethyl)pent-4-enyl]isoindoline-1,3-dione